COC(=O)C=1CCN(CC1F)C(=O)OC(C)(C)C 5-fluoro-3,6-dihydropyridine-1,4(2H)-dicarboxylic acid 1-tert-butyl 4-methyl ester